2-{3-[(3S)-3-cyclopropylpiperazin-1-yl]-1,2,4-triazin-6-yl}-5-(2-methoxypyridin-4-yl)phenol trifluoroacetate FC(C(=O)O)(F)F.C1(CC1)[C@H]1CN(CCN1)C=1N=NC(=CN1)C1=C(C=C(C=C1)C1=CC(=NC=C1)OC)O